4-bromo-3-{[(4-methoxyphenyl)methyl]oxy}-5-methylthiophene-2-carboxylic acid BrC=1C(=C(SC1C)C(=O)O)OCC1=CC=C(C=C1)OC